tert-butyl ((S)-5-(2-(2-(diethoxyphosphoryl)-N-methylacetamido)-acetamido)-6-(5-dodecyl-2-(((R)-1-hydroxy-3-((triisopropylsilyl)oxy)-propan-2-yl)carbamoyl)phenoxy)hexyl)carbamate C(C)OP(=O)(OCC)CC(=O)N(C)CC(=O)N[C@@H](CCCCNC(OC(C)(C)C)=O)COC1=C(C=CC(=C1)CCCCCCCCCCCC)C(N[C@H](CO)CO[Si](C(C)C)(C(C)C)C(C)C)=O